ClC=1C(=NC(=NC1)NC1CCC(CC1)N)C1=CN=C2N1C=C(C=C2)C2=NC=CC=C2F (1r,4r)-N1-(5-Chloro-4-(6-(3-fluoropyridin-2-yl)imidazo[1,2-a]pyridin-3-yl)pyrimidin-2-yl)cyclohexane-1,4-diamine